CC(=O)N[C@@H]1[C@H]([C@@H]([C@H](O[C@H]1O[C@H]2[C@H](O[C@@H]([C@@H]([C@H]2O)O)O[C@H]3[C@H]([C@H](OC([C@@H]3O)O)CO)O)CO)CO)O)O The molecule is a linear amino trisaccharide consisting of N-acetyl-beta-Dglucosamine, alpha-D-galactose and D-galactose residues joined in sequence by (1->4) and (1->3)linkages respectively.